C(C)(=O)OC1O[C@H]([C@H]([C@H]([C@@H]1OC(C)=O)OC(C)=O)OC(C)=O)CCN=[N+]=[N-] (3S,4R,5R,6S)-6-(2-azidoethyl)tetrahydro-2H-pyran-2,3,4,5-tetrayl tetraacetate